C1CCCC12CC(NC(C2)=O)=O 8-Aza-spiro[4.5]decane-7,9-dione